ClC1=C(C=CC=C1C(=O)N1C[C@H]2CO[C@@H](CN2CC1)C1=CC(=C(C=C1)F)Cl)C1=NNC(=C1)C#N 3-(2-chloro-3-((3R,9aS)-3-(3-chloro-4-fluorophenyl)octahydropyrazino[2,1-c][1,4]oxazine-8-carbonyl)phenyl)-1H-pyrazole-5-carbonitrile